C[N+](CCCCCCCCCCCC)(CC1=CC=CC=C1)C Dimethyl-benzyl-lauryl-ammonium